O[C@H]1[C@@H](CCCCCC1)N(CCCCCCCC(=O)N(CCCCCCCCCC)CCCCCCCCCC)CCCCCCCC(=O)N(CCCCCCCCCC)CCCCCCCCCC 8,8'-(((1R,2R)-2-hydroxycyclooct-yl)azanediyl)bis-(N,N-didecyloctan-amide)